4-fluoro-6-(oxetan-3-yloxy)indane-2-carbaldehyde FC1=C2CC(CC2=CC(=C1)OC1COC1)C=O